C=CC=CCCCCCCCCCC(C)=O 14-pentadecadienal